[Na].C(C)(C)(C)OC(=O)N[C@@H]1[C@@H](OCC12CCN(CC2)C=2N=CC(=NC2CO)S)C 5-((3s,4s)-4-((tert-butoxycarbonyl)amino)-3-methyl-2-oxa-8-azaspiro[4.5]dec-8-yl)-6-(hydroxymethyl)pyrazine-2-thiol sodium